1,3-bis(4-pentyloxybutyl)imidazolium C(CCCC)OCCCCN1C=[N+](C=C1)CCCCOCCCCC